(2R)-2-(3,5-dimethoxyphenyl)propionic acid COC=1C=C(C=C(C1)OC)[C@H](C(=O)O)C